3-(5-(1-(1,1-dioxidothietan-3-yl)-4-((4-methoxypiperidin-1-yl)methyl)-1H-pyrrolo[2,3-b]pyridin-6-yl)-4-fluoro-1-oxoisoindolin-2-yl)piperidine-2,6-dione formate C(=O)O.O=S1(CC(C1)N1C=CC=2C1=NC(=CC2CN2CCC(CC2)OC)C=2C(=C1CN(C(C1=CC2)=O)C2C(NC(CC2)=O)=O)F)=O